N-(4-(6-chlorobenzo[d]oxazol-2-yl)phenyl)piperazin-1-amine ClC1=CC2=C(N=C(O2)C2=CC=C(C=C2)NN2CCNCC2)C=C1